C(CC1=NN=NN1CC1=CC=C(C=C1)C=C)C1=NN=NN1CC1=CC=C(C=C1)C=C 5,5'-ethylenebis[1-(4-vinylbenzyl)-1H-tetrazole]